CC1(OC2=CC=CC=C2[C@H](C1)NC(=O)C=1C=C(C=CC1)C(N1C(NC(CC1=O)(CC)CC)=[NH2+])C1=CC=C(C=C1)S(=O)(=O)C)C [1-[[3-[[(4S)-2,2-dimethylchroman-4-yl]carbamoyl]phenyl]-(4-methylsulfonylphenyl)methyl]-4,4-diethyl-6-oxo-hexahydropyrimidin-2-ylidene]ammonium